4-((3'-(tetrahydro-2H-pyran-4-yl)-[1,1'-biphenyl]-4-yl)oxy)-1H-1,2,3-triazole-5-carboxylic acid 2,2,2-trifluoroacetate FC(C(=O)O)(F)F.O1CCC(CC1)C=1C=C(C=CC1)C1=CC=C(C=C1)OC=1N=NNC1C(=O)O